tert-butyl 3-cyanocyclobutylcarbamate C(#N)C1CC(C1)NC(OC(C)(C)C)=O